N-(1-cyanocyclopropyl)-8-(4-(pyrrolidine-1-carbonyl)piperazin-1-yl)-3-(5-(trifluoromethyl)-1,3,4-thiadiazol-2-yl)imidazo[1,5-a]pyridine-6-sulfonamide C(#N)C1(CC1)NS(=O)(=O)C=1C=C(C=2N(C1)C(=NC2)C=2SC(=NN2)C(F)(F)F)N2CCN(CC2)C(=O)N2CCCC2